methanol (methyl nicotinate) CC1=C(C(=O)OC)C=CC=N1